FC1=C(C=C(C=C1)OC=1C(=C2C=CNC2=C(C1F)F)F)C=1NC(=CN1)C(=O)C=1C=C(C=CC1)CCC(=O)OCC ethyl 3-(3-(2-(2-fluoro-5-((4,6,7-trifluoro-1H-indol-5-yl)oxy)phenyl)-1H-imidazole-5-carbonyl)phenyl)propanoate